ClC=1C=CC=2N(C(N=C(C2N1)N1C[C@H](N(C[C@@H]1CO)C(=O)OC(C)(C)C)CC)=O)C tert-butyl (2R,5R)-4-(6-chloro-1-methyl-2-oxo-1,2-dihydropyrido[3,2-d]pyrimidin-4-yl)-2-ethyl-5-(hydroxymethyl)piperazine-1-carboxylate